(S)-1-(7-(3-(2-chlorophenyl)pyrazolo[1,5-a]pyridine-2-carbonyl)-6-methyl-2,7-diazaspiro[3.5]nonan-2-yl)prop-2-en-1-one ClC1=C(C=CC=C1)C=1C(=NN2C1C=CC=C2)C(=O)N2[C@H](CC1(CN(C1)C(C=C)=O)CC2)C